C(=O)(O)N1N=NC2=C1C=CC=C2 carboxy-1H-benzotriazole